(S)- and (R)-4-(2-((2-(7-Methoxy-1H-indol-3-yl)-2-oxo-1-phenylethyl)amino)ethyl)benzenesulfonamide COC=1C=CC=C2C(=CNC12)C([C@H](C1=CC=CC=C1)NCCC1=CC=C(C=C1)S(=O)(=O)N)=O |r|